CN1CCC(CC1)(C1=NN=C(N1)C1=CC=NC=C1)NC=1C=C(C(=O)N[C@H]2CCOC3=CC=C(C=C23)OCCCCCOCCCOCC(=O)O)C=CC1 (S)-2-(3-(5-(4-(3-(1-methyl-4-(5-(pyridin-4-yl)-4H-1,2,4-triazol-3-yl)piperidin-4-ylamino)benzamido)chroman-6-yloxy)pentyloxy)propoxy)acetic acid